ammonia sulfoxyhydrogensulfate O(S(=O)(=O)O)OS(=O)(=O)O.N